(S)-(1'-(4-iodo-3-methylpyridin-2-yl)-1,3-dihydrospiro[indene-2,4'-piperidin]-1-yl)carbamic acid tert-butyl ester C(C)(C)(C)OC(N[C@@H]1C2=CC=CC=C2CC12CCN(CC2)C2=NC=CC(=C2C)I)=O